α-resorcylic acid hydrazide C(C1=CC(O)=CC(O)=C1)(=O)NN